C(C=C)C=1C=C(C(=C(C1)C1=C(C=CC(=C1)CC=C)O)O)C=CC(=O)C1=C(C=CC=C1)OC 3-(5,5'-diallyl-2,2'-dihydroxy-[1,1'-biphenyl]-3-yl)-1-(2-methoxyphenyl)prop-2-en-1-one